3-(4,5-difluoro-1-oxo-isoindolin-2-yl)piperidine-2,6-dione FC1=C2CN(C(C2=CC=C1F)=O)C1C(NC(CC1)=O)=O